(3-chlorophenyl)diphenylsilane ClC=1C=C(C=CC1)[SiH](C1=CC=CC=C1)C1=CC=CC=C1